C(C)(C)(C)OC(=O)N1[C@H](CC(CC1)C1=CC2=C(NC(O2)=O)C=C1)C (2S)-methyl-4-(2-oxo-3H-1,3-benzoxazol-6-yl)piperidine-1-carboxylic acid tert-butyl ester